N-stearyltryptophan C(CCCCCCCCCCCCCCCCC)N[C@@H](CC1=CNC2=CC=CC=C12)C(=O)O